C1(CC1)[C@@H]1CN(CCN1)C=1C2=CN(N=C2C(=CC1)C(=O)NC=1C=C(C=2N(C1)C=C(N2)C)F)CC 4-[(3R)-3-cyclopropylpiperazin-1-yl]-2-ethyl-N-{8-fluoro-2-methylimidazo[1,2-a]pyridin-6-yl}indazole-7-carboxamide